C(CC(=O)[O-])(=O)OCC.[K+] potassium monoethyl malonate